4-methyl-7-(4,4,5,5-tetramethyl-1,3,2-dioxaborolan-2-yl)-2H-benzo[b][1,4]oxazin-3(4H)-one CN1C2=C(OCC1=O)C=C(C=C2)B2OC(C(O2)(C)C)(C)C